5-(benzyloxy)-3-methyl-N-phenylpentanamide C(C1=CC=CC=C1)OCCC(CC(=O)NC1=CC=CC=C1)C